2-(3-iodophenyl)-2-tolylacetonitrile IC=1C=C(C=CC1)C1(C(C=CC=C1)C)CC#N